[O-]S(=O)(=O)C(F)(F)F.C(C)(C)(C)C1=C(C=CC=C1)[I+]C1=C(C=CC=C1)C(C)(C)C di-(tert-butylphenyl)iodonium triflate